anti-glycidyl acrylate C(C=C)(=O)OCC1CO1